5-(diaminomethylideneamino)pentanamide NC(N)=NCCCCC(=O)N